ClC=1C=C(C=CC1)[C@@H]1[C@H](C1)C(=O)NC1=NC=CC=2C1=CN(N2)CC=2N=C1N(N=C(C=C1)C1CC1)C2 (1S,2S)-2-(3-chlorophenyl)-N-(2-((6-cyclopropylimidazo[1,2-b]pyridazin-2-yl)methyl)-2H-pyrazolo[4,3-c]pyridin-4-yl)cyclopropane-1-carboxamide